2-bromo-9-phenyl-9H-carbazole-1,3,4,5,6,7,8-d7 BrC1=C(C=2N(C3=C(C(=C(C(=C3C2C(=C1[2H])[2H])[2H])[2H])[2H])[2H])C1=CC=CC=C1)[2H]